2-methyl-6-(piperazin-1-yl)nicotinamide CC1=C(C(=O)N)C=CC(=N1)N1CCNCC1